[4-(2-Pyridylcarbamoyl)phenyl]boronic Acid N1=C(C=CC=C1)NC(=O)C1=CC=C(C=C1)B(O)O